N-(3-(6-amino-5-(2-(N-methylacrylamido)ethoxy)pyrimidin-4-yl)-5-fluoro-2-methylphenyl)-5-fluoro-2H-spiro[benzofuran-3,1'-cyclopropane]-6-carboxamide NC1=C(C(=NC=N1)C=1C(=C(C=C(C1)F)NC(=O)C1=CC2=C(C=C1F)C1(CC1)CO2)C)OCCN(C(C=C)=O)C